CN1OCC2(C(O1)C1=CC=C(C=C1C2)C)C 2,4a,7-trimethyl-4,4a,5,9b-tetrahydroindeno[1,2-d][1,3]dioxazine